FC=1C(=NC(=NC1)N1CCC(CC1)C(=O)NC1(CCN2CCC1CC2)C)C2=CC=C(C=C2)OCCCOC 1-(5-fluoro-4-(4-(3-methoxypropoxy)phenyl)pyrimidin-2-yl)-N-(4-methyl-1-azabicyclo[3.2.2]non-4-yl)piperidine-4-carboxamide